C(C)(C)[Si](N1C=C(C2=CC=CC=C12)C=O)(C(C)C)C(C)C 1-(triisopropylsilyl)-1H-indole-3-carbaldehyde